FC=1C=C2N(CCNC2=CC1)C1=CC=C(C=C1)F 6-fluoro-4-(4-fluorophenyl)-1,2,3,4-tetrahydroquinoxaline